trans-1-benzyl-3-hydroxy-3-(Ethyl nitromethyl)piperidine-4-carboxylate C(C1=CC=CC=C1)N1C[C@@]([C@@H](CC1)C(=O)[O-])(C([N+](=O)[O-])CC)O